C12[C@H](CC(C=C1)C2)NC(C2=CC=C(C=C2)F)=O N-((2S)-bicyclo[2.2.1]hept-5-en-2-yl)-4-fluorobenzamide